[2-fluoro-4-[3-(1-piperidyl)prop-1-ynyl]phenoxy]-triisopropyl-silane FC1=C(O[Si](C(C)C)(C(C)C)C(C)C)C=CC(=C1)C#CCN1CCCCC1